C(C1=CC=CC=C1)OC(=O)N1CC(C1)NC1(CN(CCC1)C(=O)OC(C)(C)C)CCC1=CC(=CC=C1)C(F)(F)F tert-Butyl 3-((1-((benzyloxy)carbonyl)azetidin-3-yl)amino)-3-(3-(trifluoromethyl)-phenethyl)piperidine-1-carboxylate